C1(CC1)C1=NC=C(C=N1)NC(=O)[C@@H]1N(CCCC1)CC1=NC=CC2=C1OCO2 (2R)-N-(2-cyclopropylpyrimidin-5-yl)-1-([1,3]dioxolo[4,5-c]pyridin-4-ylmethyl)piperidine-2-carboxamide